C(C)(C)(C)OC(=O)N1CC(CCC1)C(=O)N1CCC(CC1)C=1C=C2C(=C(NC2=CC1)C1=CC(=C(C=C1)OC)OC)CC 3-(4-(2-(3,4-Dimethoxyphenyl)-3-ethyl-1H-indol-5-yl)piperidine-1-carbonyl)piperidine-1-carboxylic acid tert-butyl ester